FC=1C=C(C=C(C1)C1=C(C=CC=C1C)C)[C@H](CC(=O)[O-])NC(=O)NC=1C(N(C=CC1[O-])C)=O.[Na+].[Na+] sodium (S)-3-(5-fluoro-2',6'-dimethylbiphenyl-3-yl)-3-(3-(1-methyl-4-oxido-2-oxo-1,2-dihydro pyridin-3-yl)ureido)propanoate